BrC=1C=NC=C(C1N1CCN(CC1)CC=1C=C2C(N(C(C2=CC1)=O)N1C(NC(CC1)=O)=O)=O)Cl 5-((4-(3-bromo-5-chloropyridin-4-yl)piperazin-1-yl)methyl)-2-(2,4-dioxotetrahydropyrimidin-1(2H)-yl)isoindoline-1,3-dione